2-(6-{5-chloro-2-[(oxacyclohex-4-yl)amino]pyrimidin-4-yl}-1-oxo-2,3-dihydro-1H-isoindol-2-yl)-N-(2-phenylethyl)acetamide ClC=1C(=NC(=NC1)NC1CCOCC1)C1=CC=C2CN(C(C2=C1)=O)CC(=O)NCCC1=CC=CC=C1